CN1C=NC=C1C1=CC(=C2CN(CC2=C1)C(=O)OC(C)(C)C)N[C@@H]1COCC1 tert-butyl (S)-6-(1-methyl-1H-imidazol-5-yl)-4-((tetrahydrofuran-3-yl)amino)isoindoline-2-carboxylate